tert-butyl 1-(2-bromo-4-(trifluoromethyl) benzoyl)-1,8-diazaspiro[4.5]decane-8-carboxylate BrC1=C(C(=O)N2CCCC23CCN(CC3)C(=O)OC(C)(C)C)C=CC(=C1)C(F)(F)F